BrC=C(C1=CC=CC=C1)C1=C(C=C(C=C1)F)OCOC 2-bromo-1-(2-methoxymethoxy-4-fluorophenyl)-1-(phenyl)-ethene